[N-](S(=O)(=O)C(F)(F)F)S(=O)(=O)C(F)(F)F.NC(CC)C=1NC=C[N+]1C 1-aminopropyl-3-methylimidazolium bis(trifluoromethanesulfonyl)imide salt